[Na+].C(CCCCCCCCCCC)(=O)N[C@@H](CCC(=O)[O-])C(=O)[O-].[Na+] lauroyl-glutamic acid sodium salt